C(C1=CC=CC=C1)OC1=CC=C2C(=C(C=NC2=C1)C=O)Cl 7-(benzyloxy)-4-chloroquinoline-3-carbaldehyde